FC1CCN(CC1)C(C)C1=CC(=C2CN(C(C2=C1)=O)C1=CC(=CC=C1)C1(COC1)CC1=NN=CN1C)C(F)(F)F 6-(1-(4-fluoropiperidin-1-yl)ethyl)-2-(3-(3-((4-methyl-4H-1,2,4-triazol-3-yl)methyl)oxetan-3-yl)phenyl)-4-(trifluoromethyl)isoindolin-1-one